BrC1=CC(=C2CN(C(NC2=C1)=O)[C@H]1C[C@@H](CC1)C(=O)NC1=CC(=C(C=C1)C)OC)C (1R,3R)-3-(7-Bromo-5-methyl-2-oxo-1,2-dihydroquinazolin-3(4H)-yl)-N-(3-methoxy-4-methylphenyl)cyclopentanecarboxamide